dodecenyl-succinic acid-tert-butyl amide C(C)(C)(C)NC(C(CC(=O)O)C=CCCCCCCCCCC)=O